COC([C@@H](NC(=O)OC(C)(C)C)CCCCN)=O N-tert-butoxycarbonyl-lysine methyl ester